N=1N(C=C2C=CC=CC12)CC(=O)OCCC(=C(F)F)F 3,4,4-trifluorobut-3-en-1-yl 2-(2H-indazol-2-yl)acetate